CN(CCCOC1=NC=C(C=C1S(=O)(=O)N(C)C)C1=CC=2C3=C(C=NC2C=C1)N(C(C31CCC1)=O)C)C 2-(3-(Dimethylamino)propoxy)-N,N-dimethyl-5-(3'-methyl-2'-oxo-2',3'-dihydrospiro[cyclobutane-1,1'-pyrrolo[2,3-c]quinolin]-8'-yl)pyridine-3-sulfonamide